C(CC=CCC)C1OC(CC1)C 2-(hex-3-enyl)-5-methyl-tetrahydrofuran